((((((2R,3S,5R)-5-(2-amino-6-mercapto-9H-purin-9-yl)-3-hydroxytetrahydrofuran-2-yl)methoxy)methyl)phosphoryl)bis(oxy))bis(methylene) bis(2,2-dimethylpropanoate) CC(C(=O)OCOP(=O)(COC[C@H]1O[C@H](C[C@@H]1O)N1C2=NC(=NC(=C2N=C1)S)N)OCOC(C(C)(C)C)=O)(C)C